C(O)CN.ON1C(C=C(C=C1CC(CC(C)(C)C)C)C)=O 1-hydroxy-4-methyl-6-(2,4,4-trimethylpentyl)-2-pyridone monoethanolamine salt